BrC=1C=C(C=CC1[N+](=O)[O-])N(C(CCl)=O)CCN(C(OC(C)(C)C)=O)C tert-butyl (2-(N-(3-bromo-4-nitrophenyl)-2-chloroacetamido)ethyl)(methyl)carbamate